tert-butyl 7-acetyl-1H-benzo[d]imidazole-1-carboxylate C(C)(=O)C1=CC=CC2=C1N(C=N2)C(=O)OC(C)(C)C